tert-butyl (R)-3-((2-chloro-7H-pyrrolo[2,3-d]pyrimidin-4-yl)amino)piperidin-1-carboxylate ClC=1N=C(C2=C(N1)NC=C2)N[C@H]2CN(CCC2)C(=O)OC(C)(C)C